CN1N=C(C=C1C)NC(=O)C=1C(=C(C=CC1)NCCCCCCCNC(OC(C)(C)C)=O)C tert-butyl (7-((3-((1,5-dimethyl-1H-pyrazol-3-yl)carbamoyl)-2-methylphenyl)amino)heptyl)carbamate